trans-4-((4-(2-Cyclopropyloxazol-4-yl)pyridin-2-yl)((trans-4-(5-methoxy-6-methylpyridin-2-yl)cyclohexyl)methyl)carbamoyl)cyclohexyl (2-hydroxyethyl)(methyl)carbamate OCCN(C(O[C@@H]1CC[C@H](CC1)C(N(C[C@@H]1CC[C@H](CC1)C1=NC(=C(C=C1)OC)C)C1=NC=CC(=C1)C=1N=C(OC1)C1CC1)=O)=O)C